FC=1C=NN(C1)C1=C(C=C(C=C1)NC(CC1=C(C=CC=C1)C(C)C)=O)S(N)(=O)=O N-[4-(4-fluoro-1H-pyrazol-1-yl)-3-sulfamoylphenyl]-2-(2-isopropylphenyl)acetamide